N-[(1S)-1-(dicyclopropylmethyl)-2-[4-[4-(1-hydroxycyclopropyl)-2-methyl-pyrazol-3-yl]anilino]-2-oxo-ethyl]-2-isopropyl-pyrazole-3-carboxamide C1(CC1)C([C@@H](C(=O)NC1=CC=C(C=C1)C=1N(N=CC1C1(CC1)O)C)NC(=O)C=1N(N=CC1)C(C)C)C1CC1